CC1=NC(=CC(=C1)C=1NC2=CC=C(C=C2C1C(C)C)CCN1CCS(CC1)(=O)=O)C 4-(2-(2-(2,6-Dimethylpyridin-4-yl)-3-isopropyl-1H-indol-5-yl)ethyl)thiomorpholin-1,1-dioxid